C1CC12CCN(CC2)C2=C(C=CC(=N2)C(C(=O)OC)(C(=O)OC)F)C(NC2=NC(=CC=C2)S(NC(C)(C)C)(=O)=O)=O dimethyl (6-(6-azaspiro[2.5]octan-6-yl)-5-((6-((2-methyl-2-propanyl)sulfamoyl)-2-pyridinyl)carbamoyl)-2-pyridinyl)(fluoro)propanedioate